NC1=CC2=C(N(C(=N2)N2C[C@@H](CCC2)NC2=NC=C(C#N)C(=C2)OC)C)C=C1 (R)-6-((1-(5-Amino-1-methyl-1H-benzo[d]imidazol-2-yl)piperidin-3-yl)amino)-4-methoxynicotinonitrile